(4-(3-hydroxyoxetan-3-yl)phenyl)(5-(4-(trifluoromethyl)phenoxy)indolin-1-yl)methanone OC1(COC1)C1=CC=C(C=C1)C(=O)N1CCC2=CC(=CC=C12)OC1=CC=C(C=C1)C(F)(F)F